FC1(CCN(CC1)C1=NC(=NC(=C1)C)NC(C1=C(C=C(C(=C1)F)NS(=O)(=O)CCO)N1CCC2(CC2)CC1)=O)F N-(4-(4,4-difluoropiperidin-1-yl)-6-methylpyrimidin-2-yl)-5-fluoro-4-((2-hydroxyethyl)sulfonamido)-2-(6-azaspiro[2.5]octan-6-yl)benzamide